rel-(R)-2-((S*)-4-(4-methoxybenzyl)-5-oxomorpholin-2-yl)-2-((4-methoxybenzyl)amino)ethyl pivalate C(C(C)(C)C)(=O)OC[C@@H](NCC1=CC=C(C=C1)OC)[C@@H]1CN(C(CO1)=O)CC1=CC=C(C=C1)OC |o1:8,19|